C12CNCC(C1C1=C3CN(CC3=C(C=C1F)F)C1C(NC(CC1)=O)=O)C2 4-(3-Azabicyclo[3.1.1]heptane-6-yl)-2-(2,6-dioxopiperidin-3-yl)-5,7-difluoroisoindoline